S1C(=NC=C1)CNC(=O)C1=CC2=C(N=CN2)C=C1 benzoimidazole-5-carboxylic acid (thiazol-2-ylmethyl)-amide